trans-N-(4-((5-chloro-4-(1-(4-fluorobenzoyl)-1,2,5,6-tetrahydropyridin-3-yl)pyrimidin-2-yl)amino)cyclohexyl)acetamide ClC=1C(=NC(=NC1)N[C@@H]1CC[C@H](CC1)NC(C)=O)C=1CN(CCC1)C(C1=CC=C(C=C1)F)=O